[Sn].[Bi].[In] indium-bismuth-tin